C(CCCC)C1=CC=CC=C1C(=O)O 6-pentylbenzoic acid